FC1=C(C=CC=C1F)C=1C=C2C(=NNC2=CC1)C(=O)NCC1OCCC1 5-(2,3-Difluorophenyl)-N-((tetrahydrofuran-2-yl)methyl)-1H-indazole-3-carboxamide